ClC1=C2C(=NC=C1)NCC2(CC)C=2C=C(C=CC2)N2C(NCCC2)=O 1-(3-{4-chloro-3-ethyl-1H-pyrrolo[2,3-b]pyridin-3-yl}phenyl)-1,3-diazinan-2-one